[Si](C)(C)(C(C)(C)C)OC12CCC(CC1)(C2)COC2=NN=C(S2)N 5-((4-((tert-butyldimethylsilyl)oxy)bicyclo(2.2.1)hept-1-yl)methoxy)-1,3,4-thiadiazol-2-amine